BrC=1C=C(C=CC1)C(C(=O)OC)(CCCCC(C=O)(C)C)C methyl 2-(3-bromo-phenyl)-2,7,7-trimethyl-8-oxo-octanoate